2-(2-((S)-2-((S)-2-((((9H-fluoren-9-yl)methoxy)carbonyl)amino)-3-methylbutanamido)propanamido)-5-formylphenoxy)-6-(methoxycarbonyl)tetrahydro-2H-pyran-3,4,5-triyl Triacetate C(C)(=O)OC1C(OC(C(C1OC(C)=O)OC(C)=O)C(=O)OC)OC1=C(C=CC(=C1)C=O)NC([C@H](C)NC([C@H](C(C)C)NC(=O)OCC1C2=CC=CC=C2C=2C=CC=CC12)=O)=O